N-(Benzo[b]thiophen-2-yl)-2-((3-methylphenyl)sulfonamido)benzamid S1C2=C(C=C1NC(C1=C(C=CC=C1)NS(=O)(=O)C1=CC(=CC=C1)C)=O)C=CC=C2